C(C)(C)(C)OC(N(CCCNCCC1=CC(=CC=C1)OC1=CC=CC=C1)C)=O.CNCCCNCCC1=CC(=CC=C1)OC1=CC=CC=C1 N1-methyl-N3-(3-phenoxyphenethyl)propane-1,3-diamine tert-butyl-methyl(3-((3-phenoxyphenethyl)amino)propyl)carbamate